ClC=1C(=NN(C1C)C=1C=C(C(=O)N(C=2C=C3CCCCC3=CC2)C)C=CC1)C 3-(4-chloro-3,5-dimethyl-pyrazol-1-yl)-N-methyl-N-tetralin-6-yl-benzamide